C(C)(C)(C)OC(=O)N1CC(N(CCC1)S(=O)(=O)C=1N=C(C2=CC=CC=C2C1)OC)CC ((N-tert-butoxycarbonyl-2-ethyl-1,4-diazacycloheptan-1-yl)sulfonyl)-1-methoxyisoquinoline